CN1N=C(C=C1C1=NOC(=N1)CCC)N 1-methyl-5-(5-propyl-1,2,4-oxadiazol-3-yl)pyrazol-3-amine